CS(=O)(=O)OC1CC2(CN(C2)C(=O)OC(C)(C)C)C1 tert-butyl 6-(methanesulfonyloxy)-2-azaspiro[3.3]heptane-2-carboxylate